methyl 6-(1-((3'-chloro-4'-methoxy-[1,1'-biphenyl]-4-yl)methyl)-4-fluoro-1H-indole-7-carboxamido)spiro[3.3]heptane-2-carboxylate ClC=1C=C(C=CC1OC)C1=CC=C(C=C1)CN1C=CC2=C(C=CC(=C12)C(=O)NC1CC2(CC(C2)C(=O)OC)C1)F